ClC1=CC=C(C=C1)C(C#N)(C)C 2-(4-Chlorophenyl)-2-methylpropionitrile